C(C)(C)(C)OC(=O)N[C@@H](CC1=CC=CC=C1)C(=O)O N-(t-butoxycarbonyl)phenylalanine